FC(S(=O)(=O)OC=1C=C2C[C@H](N([C@@H](C2=CC1)C1=C(C=C(C=C1F)NC1CN(C1)CCCF)F)C1=CC=C(C=C1)C1CC1)C)(F)F (1S,3R)-2-(4-cyclopropylphenyl)-1-(2,6-difluoro-4-((1-(3-fluoropropyl) azetidin-3-yl) amino) phenyl)-3-methyl-1,2,3,4-tetrahydroisoquinolin-6-yl trifluoromethanesulfonate